NC=1N=NC(=CC1OCCC1=CC=C(CNC(CCCCNC2=CC=CC=3N=NN(C(C32)=O)C3C(NC(CC3)=O)=O)=O)C=C1)C1=C(C=CC=C1)O N-(4-(2-((3-amino-6-(2-hydroxyphenyl)pyridazin-4-yl)oxy)ethyl)benzyl)-5-((3-(2,6-dioxopiperidin-3-yl)-4-oxo-3,4-dihydrobenzo[d][1,2,3]triazin-5-yl)amino)pentanamide